3-[(6-Bromo-4-methyl-3-pyridinyl)sulfanyl]-1-ethyl-6-fluoro-4-methyl-indole BrC1=CC(=C(C=N1)SC1=CN(C2=CC(=CC(=C12)C)F)CC)C